P(O)(=O)(OP(=O)(O)OP(=O)(O)O)OC[C@@H]1[C@H]([C@H]([C@@H](O1)N1C(=O)N=C(N)C=C1)O)O Cytidine 5'-triphosphate